3-(benzo[d]thiazol-7-ylsulfonyl)-1-(4-(2-(trifluoromethyl)pyridin-4-yl)piperazin-1-yl)propan-1-one S1C=NC2=C1C(=CC=C2)S(=O)(=O)CCC(=O)N2CCN(CC2)C2=CC(=NC=C2)C(F)(F)F